NC1=C(N[C@@H]2CN(C[C@@H]2OC)C(=O)OC(C)(C)C)C=C(C=C1)C(=O)OC tert-Butyl (3R,4S)-3-(2-amino-5-methoxycarbonyl-anilino)-4-methoxy-pyrrolidine-1-carboxylate